C(C=C)N1C(N(C(=C1)Br)C1=CC=C(C=C1)N=NC1=CC(=CC(=C1)C(=O)O)C(=O)O)C1=CC=C(C=C1C(=O)O)C(=O)O 1-allyl-bromo-3-(4-((3,5-dicarboxyphenyl)azo)phenyl)-1H-imidazole-isophthalic acid